methyl (S)-2-(5-chloro-1H-indole-2-carboxamido)-3-cyclohexylpropanoate ClC=1C=C2C=C(NC2=CC1)C(=O)N[C@H](C(=O)OC)CC1CCCCC1